6-Chloro-2-{4-[4-(2-methoxyethyl)-1,4-diazepan-1-yl]phenyl}-N-(1-methylpiperidin-4-yl)-3H-imidazo[4,5-b]pyridin-7-amine ClC=1C(=C2C(=NC1)NC(=N2)C2=CC=C(C=C2)N2CCN(CCC2)CCOC)NC2CCN(CC2)C